C1(CC1)C1=C(C=NC(=C1)C(NC=1C(=C(C=CC1)C1=C(C(=CC=C1)NC(C1=NC=C(C(=C1)C1CC1)CN[C@@H]1COCC1)=O)C)C)=O)CN[C@H](CO)C(=O)O ((4-cyclopropyl-6-((3'-(4-cyclopropyl-5-((((S)-tetrahydrofuran-3-yl)amino)methyl)picolinamido)-2,2'-dimethyl-[1,1'-biphenyl]-3-yl)carbamoyl)pyridin-3-yl)methyl)-D-serine